(S)-2-(tert-butoxy)-2-(7-(4-chlorophenyl)-5-methyl-2-(1-methyl-3-(1-(1-methylazetidin-3-yl)piperidin-4-yl)-1H-pyrazolo[4,3-b]pyridin-5-yl)benzo[d]thiazol-6-yl)acetic acid C(C)(C)(C)O[C@H](C(=O)O)C1=C(C2=C(N=C(S2)C2=CC=C3C(=N2)C(=NN3C)C3CCN(CC3)C3CN(C3)C)C=C1C)C1=CC=C(C=C1)Cl